[3-(dodecylamino)propyl](dimethyl)ammonium C(CCCCCCCCCCC)NCCC[NH+](C)C